ClC1=C(C=C(C(=O)NC2=CC(=CC=C2)[N+](=O)[O-])C=C1)S(NC1=C(C=CC=C1)C)(=O)=O 4-chloro-N-(3-nitrophenyl)-3-(N-(o-tolyl)sulfamoyl)benzamide